ClC1=CC=C(C=C1)C=1C(=CC=CC1)C(=O)N1CCN(CC1)CC1=C2C=NC(C2=CC=C1)=O 4-((4-(4'-chloro-[1,1'-biphenyl]-2-carbonyl)piperazin-1-yl)methyl)-1-oxoisoindole